(S)-3-Amino-N-cyclopropyl-5-methyl-4-oxo-2,3,4,5-tetrahydrobenzo[b][1,4]oxazepine-8-Carboxamide hydrochloride Cl.N[C@@H]1C(N(C2=C(OC1)C=C(C=C2)C(=O)NC2CC2)C)=O